C(C1=CC=CC=C1)OC=1C=NC(=NC1)C(C)O 1-(5-(benzyloxy)pyrimidin-2-yl)ethan-1-ol